methyl 5-(4-fluorophenethyl)-1-methyl-4,5,6,7-tetrahydro-1H-imidazo[4,5-c]pyridine-2-carboxylate FC1=CC=C(CCN2CC3=C(CC2)N(C(=N3)C(=O)OC)C)C=C1